FC1=C(C=CC(=C1)N1N=C(C=C1)CO)NC1=NC=C2C=CC(=NC2=C1)NC1C(CNCC1)C(=O)OC methyl 4-[[7-([2-fluoro-4-[3-(hydroxymethyl)pyrazol-1-yl]phenyl]amino)-1,6-naphthyridin-2-yl]amino]piperidine-3-carboxylate